CC=1NC(=NN1)C=1C=C2C3=C(NC2=CC1)N=CN=C3N[C@@H]3CC[C@H](CC3)N3CCOCC3 6-(5-methyl-4H-1,2,4-triazol-3-yl)-N-(trans-4-morpholinocyclohexyl)-9H-pyrimido[4,5-b]indol-4-amine